2-Methyl-1-oxo-1,2,3,4-tetrahydroisoquinoline-7-carbaldehyde CN1C(C2=CC(=CC=C2CC1)C=O)=O